FC1(CC(C1)C1=NN(C(=C1C1=CC=CC=C1)NC(OC1CC(C1)F)=O)C)F (1s,3s)-3-fluorocyclobutyl (3-(3,3-difluorocyclobutyl)-1-methyl-4-phenyl-1H-pyrazol-5-yl)carbamate